1-[5-(pyridin-4-yl)-1H-pyrazole-3-carbonyl]-N-[(1r,4r)-4-methylcyclohexyl]piperidine-4-carboxamide N1=CC=C(C=C1)C1=CC(=NN1)C(=O)N1CCC(CC1)C(=O)NC1CCC(CC1)C